[Br-].CN1CN(C2=C1C=CC=C2)CC(C)C 1-methyl-3-isobutyl-benzimidazole bromide